COCCN1CC(C(C1)C=1SC=CN1)NC(=O)NC1=C2C(=NN1C1=CC=CC=C1)CCC2 1-(1-(2-methoxyethyl)-4-(thiazol-2-yl)pyrrolidin-3-yl)-3-(2-phenyl-2,4,5,6-tetrahydrocyclopenta[c]pyrazol-3-yl)urea